o-nitrophenyl p-toluenesulfonate (o-nitrobenzyl-toluenesulfonate) [N+](=O)([O-])C1=C(C(S(=O)(=O)O)CC2=CC=CC=C2)C=CC=C1.CC1=CC=C(C=C1)S(=O)(=O)OC1=C(C=CC=C1)[N+](=O)[O-]